O[As](O)O trihydroxyarsenic